FC(F)(F)N1N=CC=2C1=CN=CC2 (trifluoromethyl)-1H-pyrazolo[3,4-c]pyridine